CN(C)P(C1=CC=CC=C1)=O (dimethylamino)phenylphosphine oxide